N-(1-Benzylpiperidin-4-yl)-4-(6-(4-methylpiperazin-1-yl)-[1,2,4]triazolo[4,3-b]pyridazin-3-yl)butanamide C(C1=CC=CC=C1)N1CCC(CC1)NC(CCCC1=NN=C2N1N=C(C=C2)N2CCN(CC2)C)=O